tert-Butyl-1,5-diazocane C(C)(C)(C)N1CCCNCCC1